2-((3-formyl-4-hydroxybenzyl)carbamoyl)isonicotinic acid C(=O)C=1C=C(CNC(=O)C=2C=C(C(=O)O)C=CN2)C=CC1O